5-amino-1-(cyclopropylmethyl)-3,3-dimethyl-indolin-2-one NC=1C=C2C(C(N(C2=CC1)CC1CC1)=O)(C)C